chloromethyl-oxazine ClCC=1NOC=CC1